COC=1C2=C(N=CN1)C=CN2COCC[Si](C)(C)C 2-[(4-Methoxypyrrolo[3,2-d]pyrimidin-5-yl)methoxy]ethyl-trimethylsilane